tert-butyl (1-(cyclohexanecarbonyl)-1,2,3,4-tetrahydroquinolin-3-yl)carbamate C1(CCCCC1)C(=O)N1CC(CC2=CC=CC=C12)NC(OC(C)(C)C)=O